1-((1H-pyrazolo[4,3-d]pyrimidin-3-yl)amino)-3-(3,4-dihydroisoquinolin-2(1H)-yl)propan-2-ol N1N=C(C=2N=CN=CC21)NCC(CN2CC1=CC=CC=C1CC2)O